COC1=C(C=NC=C1)SC1=CC=C(C(=O)OC)C=C1 methyl 4-[(4-methoxy-3-pyridyl)sulfanyl]benzoate